BrC=1C=NC(=NC1)CN1C(=NC2=C1C=CC=C2)N2C[C@H]([C@@H](CC2)F)N (3R,4R)-1-(1-((5-Bromopyrimidin-2-yl)methyl)-1H-benzo[d]imidazol-2-yl)-4-fluoropiperidin-3-amin